ClC=1C(=CC2=C(NC(N(S2(=O)=O)C)CCl)C1)S(=O)(=O)N 6-chloro-3-(chloromethyl)-2-methyl-3,4-dihydro-2H-1,2,4-benzothiadiazine-7-sulfonamide 1,1-dioxide